CC1(OB(OC1(C)C)C=1C=NN(C1)[C@H]1CNCC1)C (R)-3-(4-(4,4,5,5-tetramethyl-1,3,2-dioxaborolan-2-yl)-1H-pyrazol-1-yl)pyrrolidine